COC=1C=C(CBr)C=CC1OC 3,4-dimethoxybromotoluene